FC=1C(=C(N2N=C(N=CC21)N[C@H]2[C@@H](COCC2)O)[C@@H]2C[C@@H](CC2)F)C#N 5-fluoro-7-(cis-3-fluorocyclopentyl)-2-(((3S,4R)-3-hydroxytetrahydro-2H-pyran-4-yl)amino)pyrrolo[2,1-f][1,2,4]triazine-6-carbonitrile